COCOC1=C(C(=O)OCC)C(=CC(=C1C=C)OCOC)C ethyl 2,4-bis(methoxymethoxy)-6-methyl-3-vinylbenzoate